(R)-1-(4-phenoxyphenyl)-3-(4-(1-phenylpyrrolidin-2-yl)thiazol-2-yl)urea O(C1=CC=CC=C1)C1=CC=C(C=C1)NC(=O)NC=1SC=C(N1)[C@@H]1N(CCC1)C1=CC=CC=C1